[N+](=O)([O-])C1=CC=C(C=C1)N1[C@@H]2CCC[C@H]1CC2 (1R,5S)-8-(4-Nitrophenyl)-8-azabicyclo[3.2.1]Octane